BrC1=C2CN(CC2=C(C=C1)F)CC1=CC=C(C=C1)OC 4-bromo-7-fluoro-2-(4-methoxybenzyl)isoindoline